(2-oxoethyl)piperidine-1-carboxylic acid tert-butyl ester C(C)(C)(C)OC(=O)N1C(CCCC1)CC=O